C1(CCCC1)NC=1C2=C(N=C(N1)OCCN(C)C)N(C=C2)[C@H]2[C@@H]([C@@H]([C@H](O2)COCP(O)(O)=O)O)O [(2R,3S,4R,5R)-5-[4-(cyclopentylamino)-2-[2-(dimethylamino)-ethoxy]pyrrolo[2,3-d]-pyrimidin-7-yl]-3,4-dihydroxy-tetrahydro-furan-2-yl]methoxy-methylphosphonic acid